CC1(OCC[C@@H](O1)C(C)=O)C 1-[(4R)-2,2-dimethyl-1,3-dioxan-4-yl]Ethanone